[Si](C1=CC=CC=C1)(C1=CC=CC=C1)(C(C)(C)C)OC[C@@H]1[C@]([C@H](C(O1)O)O)(O)C#C (3R,4S,5R)-5-(((tert-butyldiphenylsilyl)oxy)methyl)-4-ethynyltetrahydrofuran-2,3,4-triol